4-ethylbenzene-d10 C(C)C1(C(C(C(C(C1([2H])[2H])[2H])([2H])[2H])([2H])[2H])([2H])[2H])[2H]